BrC1=NN(C(=C1)C=C(C)C)C(C)(C)C 3-Bromo-1-(tert-butyl)-5-(2-methylprop-1-en-1-yl)-1H-pyrazole